tert-Butyl (6-((5'-(4-methoxybenzyl)-6'-oxo-2,3,5,5',6,6'-hexahydrospiro[pyran-4,4'-thieno[2,3-c]pyrrol]-2'-yl)amino)pyrimidin-4-yl)carbamate COC1=CC=C(CN2C(C3=C(C24CCOCC4)C=C(S3)NC3=CC(=NC=N3)NC(OC(C)(C)C)=O)=O)C=C1